Methyl 2-(5-(benzyl(methyl)amino)-3-hydroxy-4,5,6,7-tetrahydro-2H-indazol-2-yl)nicotinate C(C1=CC=CC=C1)N(C1CC2=C(N(N=C2CC1)C1=C(C(=O)OC)C=CC=N1)O)C